rhenic acid [Re](=O)(=O)(O)O